C(C=C)(=O)N1[C@H](CN(CC1)C1=NC(=NC=2C[C@@H](CCC12)N1CCCC2=CC=C(C=C12)F)OC[C@H]1N(CCC1)C)CC#N 2-((S)-1-Acryloyl-4-((R)-7-(7-fluoro-3,4-dihydroquinolin-1(2H)-yl)-2-(((S)-1-methylpyrrolidin-2-yl)methoxy)-5,6,7,8-tetrahydroquinazolin-4-yl)piperazin-2-yl)acetonitrile